C(C=CC=CCCCC)=O Nonadien-al